O1CC(CCC1)NC([O-])=O (tetrahydro-2H-pyran-3-yl)carbamate